2-((3-(2-(7,8-Dimethyl-[1,2,4]triazolo[1,5-a]pyridin-6-yl)-3-isopropyl-1H-indol-5-yl)cyclobutyl)amino)acetonitril CC1=C(C=2N(C=C1C=1NC3=CC=C(C=C3C1C(C)C)C1CC(C1)NCC#N)N=CN2)C